[Cl-].C(CCCCC)OC=1C(=NSN1)C1=CCC[N+](C1)(C(OC(CC)=O)C1=CC=CC=C1)C 5-(4-(Hexyloxy)-1,2,5-thiadiazol-3-yl)-1-methyl-1-(phenyl(propionyloxy)methyl)-1,2,3,6-tetrahydropyridin-1-ium chloride